ClC1=C(C=CC=C1)COCC=1C=C(C=CC1)B(O)O (3-([(2-CHLOROPHENYL)METHOXY]METHYL)PHENYL)BORANEDIOL